FC1(CN(C1)S(=O)(=O)C)CN1N=C2C3=C(CCC2=C1)OC(=C3C)C(=O)NC[C@H]3OCCC3 2-{[3-Fluoro-1-(methylsulfonyl)azetidin-3-yl]methyl}-8-methyl-N-[(2S)-tetrahydrofuran-2-ylmethyl]-4,5-dihydro-2H-furo[2,3-g]indazol-7-carboxamid